4-(3-(Benzyloxy)cyclobutyl)-2-bromopyridine C(C1=CC=CC=C1)OC1CC(C1)C1=CC(=NC=C1)Br